6-fluoro-7-(5-methyl-1H-indazol-4-yl)-4-((S)-2-methylpiperazin-1-yl)-1-(((S)-1-methylpyrrolidin-2-yl)methyl)-2-oxo-1,2-dihydro-1,8-naphthyridine-3-carbonitrile FC=1C=C2C(=C(C(N(C2=NC1C1=C2C=NNC2=CC=C1C)C[C@H]1N(CCC1)C)=O)C#N)N1[C@H](CNCC1)C